N-[(Methylamino)carbonyl]-N-[[(methylamino)carbonyl]oxy]acetamide CNC(=O)N(C(C)=O)OC(=O)NC